C1(CC1)C=1C(=CC=C2CN(C(C12)=O)C1C(NC(CC1)=O)=O)F 3-(7-cyclopropyl-6-fluoro-1-oxoisoindolin-2-yl)piperidine-2,6-dione